FC1=C(C=C(C=C1)B(O)O)C(F)(F)F [4-fluoro-3-(trifluoromethyl)phenyl]boronic acid